acryloyloxyethyl Phosphate P(=O)(OCCOC(C=C)=O)([O-])[O-]